1,3,5-Triethyl-2,4,6-tris(aminomethyl)benzene C(C)C1=C(C(=C(C(=C1CN)CC)CN)CC)CN